C(C=C)(=O)OCCOC(C=C)=O 1,2-ethandiol diacrylate